C(C1CO1)OCCCCCCC[Si](OC)(OC)C 7-glycidoxyheptylmethyldimethoxysilane